[(4S)-7-chloro-6-(2,6-difluorophenyl)-4-methyl-8-(trifluoromethyl)-4H-[1,2,4]triazolo[1,5-a][1,4]benzodiazepin-2-yl]-[3-(difluoromethyl)azetidin-1-yl]methanone ClC1=C(C=CC2=C1C(=N[C@H](C=1N2N=C(N1)C(=O)N1CC(C1)C(F)F)C)C1=C(C=CC=C1F)F)C(F)(F)F